ClC1=C(C=CC=C1C=1C=CC2=C(OCC(N2CC=O)=O)C1)C1=C(C(=CC=C1)C=1C=CC2=C(OCC(N2CC=O)=O)C1)Cl 2,2'-((2,2'-dichloro-[1,1'-biphenyl]-3,3'-diyl)bis(3-oxo-2,3-dihydro-4H-benzo[b][1,4]oxazin-7,4-diyl))diacetaldehyde